3,5-dibromo-1-(tetrahydro-2H-pyran-2-yl)-1H-indazole BrC1=NN(C2=CC=C(C=C12)Br)C1OCCCC1